6-methyl-6-(methylamino)-6,7-dihydro-5H-pyrazolo[5,1-b][1,3]oxazine-3-sulfonimidamide CC1(CN2C(OC1)=C(C=N2)S(=O)(N)=N)NC